3-(2,4,6-trimethylphenyl)-4H,5H,6H,7H,8H-3lambda5-cyclohepta[d][1,3]thiazol-3-ylium perchlorate Cl(=O)(=O)(=O)[O-].CC1=C(C(=CC(=C1)C)C)[N+]1=CSC2=C1CCCCC2